C1(=CC=CC=C1)[C@@H](C)N |o1:6| R or S-alpha-phenylethylamine